2-[3-(tert-butoxycarbonylamino)propoxy]acetic acid C(C)(C)(C)OC(=O)NCCCOCC(=O)O